allyl 1-(E)-propenyl disulfide C(=C\C)/SSCC=C